PheNylcarbamic Acid Tert-Butyl Ester C(C)(C)(C)OC(NC1=CC=CC=C1)=O